2,2-di-n-butyl-1,3-dimethoxypropane C(CCC)C(COC)(COC)CCCC